amino-5'-((2-(diethylamino)ethyl)carbamoyl)-4'-methoxy-[1,1'-biphenyl] NC1=C(C=CC=C1)C1=CC=C(C(=C1)C(NCCN(CC)CC)=O)OC